O=C1CCCC=2C=CC(=CC12)S(=O)(=O)N 8-oxo-5,6,7,8-tetrahydronaphthalene-2-sulfonamide